N-[1-(5-bromo-2-pyrimidin-2-yl-1,2,4-triazol-3-yl)ethyl]-3-cyclopropyl-5-(trifluoromethyl)benzamide BrC=1N=C(N(N1)C1=NC=CC=N1)C(C)NC(C1=CC(=CC(=C1)C(F)(F)F)C1CC1)=O